C(C=C)(=O)N1CC(C1)(F)CN1C2=C(N(C(C1=O)=O)C=1C(=NC=CC1C)C(C)C)N=C(C(=C2)Cl)C2=CC=CC1=C2NN=N1 1-((1-acryloyl-3-fluoroazetidin-3-yl)methyl)-6-(1H-benzo[d][1,2,3]triazol-7-yl)-7-chloro-4-(2-isopropyl-4-methylpyridin-3-yl)-1,4-dihydropyrido[2,3-b]pyrazine-2,3-dione